N-(4-(hydroxymethyl)tetrahydro-2H-pyran-4-yl)-2-methyl-5-(thiazol-5-ylmethoxy)benzofuran-3-carboxamide OCC1(CCOCC1)NC(=O)C1=C(OC2=C1C=C(C=C2)OCC2=CN=CS2)C